ClC1=C(C=CC=C1C1C(NC(CC1)=O)=O)C1=CC=C(C=C1)N(C(=O)C1=NN(C=C1)C)C N-(2'-chloro-3'-(2,6-dioxopiperidin-3-yl)-[1,1'-biphenyl]-4-yl)-N,1-dimethyl-1H-pyrazole-3-carboxamide